(diethylsilanediyl)-bis(2-methyl-4-(4-tert-butyl-phenyl)indenyl)silane C(C)[Si](CC)=[Si](C1C(=CC2=C(C=CC=C12)C1=CC=C(C=C1)C(C)(C)C)C)C1C(=CC2=C(C=CC=C12)C1=CC=C(C=C1)C(C)(C)C)C